(S)-1'-cyano-N-(4-fluorophenyl)-2-oxo-1,2-dihydrospiro[pyrido[2,3-b][1,4]oxazine-3,3'-pyrrolidine]-6-carboxamide C(#N)N1C[C@@]2(CC1)C(NC1=C(O2)N=C(C=C1)C(=O)NC1=CC=C(C=C1)F)=O